6-(5-((3-(4-((8-oxa-3-azabicyclo[3.2.1]octan-3-yl)sulfonyl)phenyl)ureido)methyl)-2-fluorophenyl)-4-(trioxidaneylthio)naphthalene-2-sulfonic acid C12CN(CC(CC1)O2)S(=O)(=O)C2=CC=C(C=C2)NC(NCC=2C=CC(=C(C2)C=2C=C1C(=CC(=CC1=CC2)S(=O)(=O)O)SOOO)F)=O